C(C)OC(/C=N/[H])=O (E)-2-imino-acetic acid ethyl ester